CC1=CC(=NN1C=1C=C2C=CN(C2=CC1)CC1=CC=C(C=C1)C1CCN(CC1)C)C(=O)N 5-methyl-1-(1-(4-(1-methylpiperidin-4-yl)benzyl)-1H-indol-5-yl)-1H-pyrazole-3-carboxamide